C1(CC1)S(=O)(=O)NC=1SC=C(N1)C(C(=O)NC1=CC=C(C=C1)C1=NC(=CN=C1)OCCC)(CC)CC 2-(2-(cyclopropanesulfonylamino)thiazol-4-yl)-2-ethyl-N-(4-(6-propoxypyrazin-2-yl)phenyl)butanamide